methyl (S)-3-(9-((4-(((tert-butoxycarbonyl)amino)methyl)-2-chloro-6-methylphenyl)carbamoyl)-5-methyl-4,5-dihydrobenzo[b]thieno[2,3-d]oxepin-8-yl)-6-(propylcarbamoyl)picolinate C(C)(C)(C)OC(=O)NCC1=CC(=C(C(=C1)C)NC(=O)C1=CC2=C(O[C@H](CC3=C2SC=C3)C)C=C1C=1C(=NC(=CC1)C(NCCC)=O)C(=O)OC)Cl